ClC1=CC=C(C=C1)C1=NOC(=C1)NC(C[C@@H]1CN(CC1)C#N)=O (R)-N-(3-(4-chlorophenyl)isoxazol-5-yl)-2-(1-cyanopyrrolidin-3-yl)acetamide